ethyl 5-chloro-2-[(3-ethoxy-3-oxo-propanoyl)amino]benzoate ClC=1C=CC(=C(C(=O)OCC)C1)NC(CC(=O)OCC)=O